C(C)(C)(C)[C@@H]1N=C(C2=C(NC1=O)C=CC(=C2)Cl)C2=CC=CC=C2 (S)-3-(tert-butyl)-7-chloro-5-phenyl-1H-benzo[e][1,4]diazepin-2(3H)-one